6-bromo-8-fluoro-2-(methyl-d3)imidazo[1,2-a]pyridine BrC=1C=C(C=2N(C1)C=C(N2)C([2H])([2H])[2H])F